C1=CC=CC=2C3=CC=CC=C3N(C12)C1=CC=C(C=C1)N(C1=CC=C(C=C1)N1C2=CC=CC=C2C=2C=CC=CC12)C1=CC=C(C=C1)N1C2=CC=CC=C2C=2C=CC=CC12 tri(4-(9H-carbazol-9-yl)phenyl)amine